benzylidene-camphorsulfonic acid C(C1=CC=CC=C1)=C1C(C2(CCC1C2(C)C)CS(=O)(=O)O)=O